Cl.NCCCCCCNC(NCCCCCCNC(=O)NC=1NC(=CC(N1)=O)C)=O 1-(6-(3-(6-aminohexyl)ureido)hexyl)-3-(6-methyl-4-oxo-1,4-dihydropyrimidin-2-yl)urea-HCl